FC=1C(=CC=2C3=C(NC(C2C1)=O)COC[C@@H]3N(C(=O)C3(CC1=CC=CC=C1C3)O)C)F (R)-N-(8,9-difluoro-6-oxo-1,4,5,6-tetrahydro-2H-pyrano[3,4-c]isoquinolin-1-yl)-2-hydroxy-N-methyl-2,3-dihydro-1H-indene-2-carboxamide